(2R)-2-[4-[(6-chloro-2-quinoxalinyl)oxy]phenoxy]propanoic acid ClC=1C=C2N=CC(=NC2=CC1)OC1=CC=C(O[C@@H](C(=O)O)C)C=C1